(S)-3-(3-(1,6-dimethyl-4-oxo-2-oxo-1,2-dihydropyridin-3-yl)ureido)-3-(5-fluoro-3'-trifluoromethoxybiphenyl-3-yl)propanoic acid sodium salt [Na+].CN1C(C(C(C=C1C)=O)NC(N[C@@H](CC(=O)[O-])C=1C=C(C=C(C1)F)C1=CC(=CC=C1)OC(F)(F)F)=O)=O